NC1=NC=2C=NC(=CC2C2=C1COC2)C(=O)N2[C@@H](CC(CC2)(F)F)C2=CC=C(C=C2)OC(F)(F)F (4-amino-1,3-dihydrofuro[3,4-c][1,7]naphthyridin-8-yl)-[(2S)-4,4-difluoro-2-[4-(trifluoromethoxy)phenyl]-1-piperidinyl]methanone